methyl 1-(indolin-5-ylsulfonyl)-1H-pyrrole-3-carboxylate N1CCC2=CC(=CC=C12)S(=O)(=O)N1C=C(C=C1)C(=O)OC